CC1CCN(CC1)C(C(=O)N)[N+]#[C-] 4-METHYL-PIPERIDINO-ISOCYANO-ACETAMIDE